2-[(7-amino-2-butyl-4-isopropoxy-imidazo[4,5-d]pyridazin-3-yl)methyl]propane-1,3-diol hydrochloride salt Cl.NC=1N=NC(=C2C1N=C(N2CC(CO)CO)CCCC)OC(C)C